FC(C(=O)C=1C(=NN(C1O[Cu]OC1=C(C(=NN1C1=CC=CC=C1)C(F)F)C(C(F)F)=O)C1=CC=CC=C1)C(F)F)F bis((4-(2,2-difluoroacetyl)-3-(difluoromethyl)-1-phenyl-1H-pyrazol-5-yl)oxy)copper